C1(=CC=CC=C1)C1N(CC1)C(=O)C12CC(C1)(C2)CN2N=CC1=CC(=CC=C21)C#N 1-((3-(2-phenylazetidine-1-carbonyl)bicyclo[1.1.1]-pentan-1-yl)methyl)-1H-indazole-5-carbonitrile